C(#N)C=1C(=NN(C1)C)C1(CC1)C(=O)O 1-(4-cyano-1-methyl-1H-pyrazol-3-yl)cyclopropane-1-carboxylic acid